2-chloro-5-((1R,3R)-2,2-dichloro-3-(4-fluoro-3-(trifluoromethyl)phenyl)cyclopropane-1-carboxamido)-N-(2,4-difluoro-3-pentanoylaminophenyl)benzamide ClC1=C(C(=O)NC2=C(C(=C(C=C2)F)NC(CCCC)=O)F)C=C(C=C1)NC(=O)[C@@H]1C([C@H]1C1=CC(=C(C=C1)F)C(F)(F)F)(Cl)Cl